4-(1-(10H-phenothiazin-2-yl)vinyl)-N-(1-methylpiperidin-4-yl)benzenesulfonamide C1=C(C=CC=2SC3=CC=CC=C3NC12)C(=C)C1=CC=C(C=C1)S(=O)(=O)NC1CCN(CC1)C